bis(1-octyloxy-2,2,6,6-tetra-methylpiperidyl)succinate C(CCCCCCC)ON1C(C(CCC1(C)C)C(C(C(=O)[O-])C1C(N(C(CC1)(C)C)OCCCCCCCC)(C)C)C(=O)[O-])(C)C